NCCNC(CC#N)=O N-(2-aminoethyl)-2-cyanoacetamide